O1C(OCC1)C1=C(C(=CC=C1)F)C(CF)O (2-(1,3-dioxolan-2-yl)-6-fluorophenyl)-2-fluoroethan-1-ol